methoxyl acetate C(C)(=O)OOC